CC1=C(N(C=2N=C(N=C(C21)OCC)N)C2CCCC2)C(=O)OC2C(OOC(C2)C2=CC=C(C=C2)Cl)(C)OC (6-(4-chlorophenyl)-3-methoxy-3-methyl-1,2-dioxane-4-yl) methyl-2-amino-7-cyclopentyl-4-ethoxy-7H-pyrrolo[2,3-d]pyrimidine-6-carboxylate